4-(3,4-dichlorophenyl)-1,6-dimethyl-2-oxo-5-vinyl-pyridine-3-carboxylic acid ethyl ester C(C)OC(=O)C=1C(N(C(=C(C1C1=CC(=C(C=C1)Cl)Cl)C=C)C)C)=O